ClC1=CC=CC2=C1NC(=N2)CNC=2C=1N(N=C(C2)N2CCOCC2)C(=CN1)C1=CSC(=C1)C N-((7-chloro-1H-benzo[d]imidazol-2-yl)methyl)-3-(5-methylthiophen-3-yl)-6-morpholinoimidazo[1,2-b]pyridazin-8-amine